7-(5-chloro-2-(2-(6-(4-methoxypiperidin-1-yl)-2-methyl-4-oxo-5,6,7,8-tetrahydroquinazolin-3(4H)-yl)ethoxy)phenyl)-5-methylthieno[3,2-b]pyridine-3-carboxylic acid ClC=1C=CC(=C(C1)C1=C2C(=NC(=C1)C)C(=CS2)C(=O)O)OCCN2C(=NC=1CCC(CC1C2=O)N2CCC(CC2)OC)C